CNC1=NC(=NC(=C1)N1C[C@H](OCC1)C1=CC=CC=C1)N |r| (R/S)-N4-methyl-6-(2-phenylmorpholino)pyrimidine-2,4-diamine